BrC=1C2=C(C=NC1)N=C(O2)CNC(OC(C)(C)C)=O tert-butyl ((7-bromooxazolo[4,5-c]pyridin-2-yl)methyl)carbamate